2-(3,4-difluorobenzyl)-N3-cyclohexylquinoxaline-2,3-diamine FC=1C=C(CC2(NC3=CC=CC=C3N=C2NC2CCCCC2)N)C=CC1F